2-(2'-methylphenyl)-alpha-methoxyiminophenylacetonitrile CC1=C(C=CC=C1)C1=C(C=CC=C1)C(C#N)=NOC